Tetrabutylammonium oxide CCCC[N+](CCCC)(CCCC)CCCC.[OH-]